(S)-glyceryl methacrylate C(C(=C)C)(=O)OC[C@@H](O)CO